NC1=C(C(=NN1C1COCC1)C1=C(C=C(C(=C1)F)CNC(C1=C(C=CC(=C1)F)OC)=O)F)C(=O)N 5-Amino-3-[2,5-difluoro-4-[[(5-fluoro-2-methoxy-benzoyl)amino]methyl]phenyl]-1-tetrahydrofuran-3-yl-pyrazole-4-carboxamide